O-Phospho-L-Threonine P(=O)(O)(O)O[C@@H]([C@H](N)C(=O)O)C